1-(4-(5-((4-amino-2-butoxyimidazo[2,1-f][1,2,4]triazin-7-yl)methyl)-3-methylpyridin-2-yl)piperazin-1-yl)-3-(dimethylamino)propan-1-one NC1=NC(=NN2C1=NC=C2CC=2C=C(C(=NC2)N2CCN(CC2)C(CCN(C)C)=O)C)OCCCC